1-(3-chlorophenyl)-3-(5-fluoro-2-hydrazinocarbonylphenyl)-urea ClC=1C=C(C=CC1)NC(=O)NC1=C(C=CC(=C1)F)C(=O)NN